N-[1-((3R)-1-propenylpiperidin-3-yl)-3-(4-phenoxyphenyl)-1H-pyrazolo[3,4-d]pyrimidin-4-yl]carbamic acid butyl ester C(CCC)OC(NC1=C2C(=NC=N1)N(N=C2C2=CC=C(C=C2)OC2=CC=CC=C2)[C@H]2CN(CCC2)C=CC)=O